C(C(C)C)[Al](OC1=C(C=C(C=C1C(C)(C)C)C)C(C)(C)C)OC1=C(C=C(C=C1C(C)(C)C)C)C(C)(C)C Isobutylbis(2,6-di-t-butyl-4-methylphenoxy)aluminium